4-(((3-chloro-1-ethyl-1H-pyrazolo[3,4-b]pyridine-4-yl)amino)methyl)piperidine-1-sulfonimidamide ClC1=NN(C2=NC=CC(=C21)NCC2CCN(CC2)S(=O)(N)=N)CC